benzyl (R)-3-((tert-butoxycarbonyl)amino)-3-(hydroxymethyl)pyrrolidine-1-carboxylate C(C)(C)(C)OC(=O)N[C@]1(CN(CC1)C(=O)OCC1=CC=CC=C1)CO